CC1=NN(C(=C1)C)C=1N=C(C2=C(N1)N(C=C2)C)NC2CCCCC2 2-(3,5-dimethyl-1H-pyrazol-1-yl)-7-methyl-N-(cyclohexyl)-7H-pyrrolo[2,3-d]pyrimidin-4-amine